O[13C](=O)CCCCCCCCC capric acid-1-13C